S(C1=C(C(=CC(=C1)C)C(C)(C)C)O)C1=C(C(=CC(=C1)C)C(C)(C)C)O 2,2'-thio-bis(6-tert-butyl-4-methylphenol)